FC1=C(CC=2NC(=NN2)C(=O)NC2=NC=CC(=C2)C2=C(C=CC(=C2)OCCOCC)C(F)(F)F)C=CC=C1 5-(2-Fluorobenzyl)-N-(4-(5-(2-ethoxyethoxy)-2-(trifluoromethyl)phenyl)pyridin-2-yl)-4H-1,2,4-triazole-3-carboxamide